(N-[4-Amino-5-[6-[4-(oxetan-3-yl)-1-piperidyl]pyridin-3-carbonyl]thiazol-2-yl]-4-fluoroanilino)propanamid NC=1N=C(SC1C(=O)C=1C=NC(=CC1)N1CCC(CC1)C1COC1)N(C1=CC=C(C=C1)F)C(C(=O)N)C